C(#N)C=1C=C(C=C(C1C=1C=NN(C1)CC=1N(C=CN1)C)F)NC(CC1=C(C(=CC=C1)C(F)(F)F)F)=O N-(3-cyano-5-fluoro-4-(1-((1-methyl-1H-imidazol-2-yl)methyl)-1H-pyrazol-4-yl)phenyl)-2-(2-fluoro-3-(trifluoromethyl)phenyl)acetamide